BrCC(C#N)=C 2-(bromomethyl)acrylonitrile